5-{2-amino-[1,2,4]triazolo[1,5-a]pyridin-7-yl}-N-{[2-(cyclopentyloxy)-5-fluorophenyl]methyl}pyridine-3-carboxamide NC1=NN2C(C=C(C=C2)C=2C=C(C=NC2)C(=O)NCC2=C(C=CC(=C2)F)OC2CCCC2)=N1